methyl 8-bromo-9-(4-((1-(3-fluoropropyl)pyrrolidin-3-yl)(hydroxy)methyl)phenyl)-6,7-dihydro-5H-benzo[7]annulene-3-carboxylate BrC=1CCCC2=C(C1C1=CC=C(C=C1)C(O)C1CN(CC1)CCCF)C=CC(=C2)C(=O)OC